O1CC(CC1)CO tetrahydrofuran-3-ylmethanol